4-(2-amino-5-bromopyridin-3-yl)benzene-1-sulfonamide NC1=NC=C(C=C1C1=CC=C(C=C1)S(=O)(=O)N)Br